methyl-tributylphosphine chloride [Cl-].CC(CCC)P(CCCC)CCCC